sodium ethyldimethylsilanolate C(C)[Si]([O-])(C)C.[Na+]